ClC=1C=C(C=CC1F)NC(N(C)[C@@H]1COCC=2NC(C=3C=C(C(=CC3C21)F)F)=O)=O (S)-3-(3-chloro-4-fluorophenyl)-1-(8,9-difluoro-6-oxo-1,4,5,6-tetrahydro-2H-pyrano[3,4-c]isoquinolin-1-yl)-1-methylurea